C(C)(C)(C)S(=O)NC(C(F)(F)F)C1CN(C1)C(=O)OCC1=CC=CC=C1 benzyl 3-(1-((tert-butylsulfinyl)amino)-2,2,2-trifluoroethyl)azetidine-1-carboxylate